C1(CC1)CCN(C1=C2CN(C(C2=CC=C1)=O)C1C(NC(CC1)=O)=O)[C@H]1C[C@H](CC1)NCC1CC1 3-(4-((2-cyclopropylethyl)((1R,3S)-3-((cyclopropylmethyl)amino)cyclopentyl)amino)-1-oxoisoindolin-2-yl)piperidine-2,6-dione